C1(CC1)CN1CC(CCC1)C(=O)C=1C=C2C=CC(=CC2=CC1)C#N 6-(1-(cyclopropylmethyl)piperidine-3-carbonyl)-2-naphthonitrile